COC1=CC=C(COC(=O)C2(CCC=CC2O[Si](CC)(CC)CC)C2=CC=CC=C2)C=C1 rac-4-methoxybenzyl-6-((triethylsilyl) oxy)-1,2,3,6-tetrahydro-[1,1'-biphenyl]-1-carboxylate